1-[[[2-[[4-(6-bromo-1H-indazol-4-yl)triazol-1-yl]methyl]imidazo[1,2-a]pyridin-6-yl]methylamino]methyl]cyclobutanol BrC1=CC(=C2C=NNC2=C1)C=1N=NN(C1)CC=1N=C2N(C=C(C=C2)CNCC2(CCC2)O)C1